N-methyl-7-fluoro-N-(3-fluoro-5-(4,4,4-trifluoro-3,3-dimethylbut-1-yn-1-yl)phenyl)-[1,2,4]triazolo[4,3-a]quinazolin-5-amine CN(C1=NC=2N(C3=CC=C(C=C13)F)C=NN2)C2=CC(=CC(=C2)C#CC(C(F)(F)F)(C)C)F